[Na+].CC1=CN=C(S1)NS([O-])(=O)=O 5-Methyl-2-thiazolylsulfamic acid sodium salt